2,8-bis(5-methoxycarbonyl-benzothiazol-2-yl)anthracene tert-butyl-N-[(1S)-1-[methoxy(methyl)carbamoyl]-2-[(3S)-2-oxopyrrolidin-3-yl]ethyl]carbamate C(C)(C)(C)OC(N[C@@H](C[C@H]1C(NCC1)=O)C(N(C)OC)=O)=O.COC(=O)C=1C=CC2=C(N=C(S2)C2=CC3=CC4=C(C=CC=C4C=C3C=C2)C=2SC3=C(N2)C=C(C=C3)C(=O)OC)C1